(S)-2-({[(9H-fluoren-9-yl)methoxy]carbonyl}amino)-3-(5-oxo-4,5-dihydro-1,2,4-oxadiazol-3-yl)propanoic acid C1=CC=CC=2C3=CC=CC=C3C(C12)COC(=O)N[C@H](C(=O)O)CC1=NOC(N1)=O